NC=1N(C(NC1C#N)=O)CC1=CC=C(C=C1)C 4-amino-2-oxo-3-(p-tolylmethyl)-1H-imidazole-5-carbonitrile